S1N=NC=C1C1=CC(=C2C(=N1)NN=C2)NCCOCCCCNCC=2C=C(C=C(C2)OC(F)(F)F)CO (3-(((4-(2-((6-(1,2,3-thiadiazol-5-yl)-1H-pyrazolo[3,4-b]pyridin-4-yl)amino)ethoxy)butyl)amino)methyl)-5-(trifluoromethoxy)phenyl)methanol